5-chloro-N-cyclopentyl-3-ethylsulfanyl-pyridine-2-carboxamide ClC=1C=C(C(=NC1)C(=O)NC1CCCC1)SCC